COC1=CC(=CC2=C1OCO2)C=O 7-methoxybenzo[d][1,3]dioxolan-5-carbaldehyde